BrC1=NN(C(=N1)OC1=CC(=CC=C1)Cl)CCF 3-bromo-5-(3-chlorophenoxy)-1-(2-fluoroethyl)-1H-1,2,4-triazole